2-(4-fluoro-2-(2-methyl-1H-benzimidazol-5-yl)phenyl)Propan-2-ol FC1=CC(=C(C=C1)C(C)(C)O)C1=CC2=C(NC(=N2)C)C=C1